[Si](C)(C)(C(C)(C)C)OC=1C(=C(O)C=CC1C(C)(C)C1=CC=C(C=C1)O)O[Si](C)(C)C(C)(C)C di(t-butyldimethylsilyloxy)bisphenol A